(1aS,7bR)-5-[2-((Z)-3-diethylaminoprop-1-enyl)-4-fluorobenzenesulfonylamino]-1,1a,2,7b-tetrahydrocyclopropa[c]benzopyran-4-carboxylic acid C(C)N(C\C=C/C1=C(C=CC(=C1)F)S(=O)(=O)NC1=C(C2=C([C@H]3[C@@H](CO2)C3)C=C1)C(=O)O)CC